N[C@H](C(=O)O)CC(F)(F)F (2S)-2-Amino-4,4,4-trifluorobutanoic acid